3-(2-chloro-5-fluorophenyl)-6-(1-cyclopropyl-1H-pyrazol-4-yl)-1-(ethoxyimino)-2-(4-methoxybenzyl)isoindol-4-yl-indoline-1-carboxamide ClC1=C(C=C(C=C1)F)C1N(C(C2=CC(=CC(=C12)C1N(C2=CC=CC=C2C1)C(=O)N)C=1C=NN(C1)C1CC1)=NOCC)CC1=CC=C(C=C1)OC